BrC1=C(C=C(C=C1)[C@@H]1[C@H]([C@@H](CCC1)C(=O)O)C(=O)OC)F |r| rac-(1R,2R,3S)-3-(4-bromo-3-fluorophenyl)-2-(methoxycarbonyl)cyclohexane-1-carboxylic acid